(3R)-4-amino-N-ethyl-7-fluoro-3-methyl-N-((1R)-1-(6-(trifluoromethyl)-3-pyridazinyl)ethyl)-1,3-dihydrofuro[3,4-c]quinoline-8-carboxamide NC1=NC=2C=C(C(=CC2C2=C1[C@H](OC2)C)C(=O)N([C@H](C)C=2N=NC(=CC2)C(F)(F)F)CC)F